ClC1=C(C=C(C(=C1)F)F)C(=O)N1CCOC2(C1)C=C(C(C(C2)(C)C)=O)C#N 4-(2-chloro-4,5-difluorobenzene-1-carbonyl)-10,10-dimethyl-9-oxo-1-oxa-4-azaspiro[5.5]undec-7-ene-8-carbonitrile